2,3-diaminoNaphthalene NC1=CC2=CC=CC=C2C=C1N